N-(3-(4-fluoropiperidin-1-yl)propyl)-6-methoxy-2-(4-(methylcarbamoyl)phenyl)benzo[d]imidazo[2,1-b]thiazole-7-carboxamide FC1CCN(CC1)CCCNC(=O)C1=CC2=C(N3C(S2)=NC(=C3)C3=CC=C(C=C3)C(NC)=O)C=C1OC